NC1=C(C=2C(=NC(=C3C2OC=C3)OC3CCNCC3)N1C1=C(C(=CC=C1C)O)C)C(=O)N 7-amino-4-(hexahydropyridin-4-yloxy)-6-(3-hydroxy-2,6-dimethylphenyl)furo[2,3-d]pyrrolo[2,3-b]pyridine-8-carboxamide